O=C([C@H](O)[C@@H](O)[C@@H](O)[C@H](O)C(=O)N)O D-galactaric acid monoamide